N-(hydroxyethyl)triethylenetetramine OCCNCCNCCNCCN